2-(3-methoxyphenyl)-4H-benzoquinolin-4-one COC=1C=C(C=CC1)C1=NC2=C3C(=CC=C2C(C1)=O)C=CC=C3